C1(CC1)[C@H](C)O (1S)-1-cyclopropylethan-1-ol